2-fluoro-5-(4,6,7-trifluoro-1-tetrahydropyran-2-yl-indazol-5-yl)oxy-benzonitrile FC1=C(C#N)C=C(C=C1)OC=1C(=C2C=NN(C2=C(C1F)F)C1OCCCC1)F